7-nitro-4-(o-tolyl)isoquinolin-1(2H)-one [N+](=O)([O-])C1=CC=C2C(=CNC(C2=C1)=O)C1=C(C=CC=C1)C